O1CCOC12[C@H](CCC2)N2N=CC(=C2)C=2C(=C(C=CC2)NC2=CC(=NC=C2C(=O)N)NC(=O)[C@@H]2C(C2)(C)C)OC 4-((3-(1-((S)-1,4-dioxaspiro[4.4]nonan-6-yl)-1H-pyrazol-4-yl)-2-methoxyphenyl)amino)-6-((S)-2,2-dimethylcyclopropane-1-carboxamido)nicotinamide